FC(C=1C=CC2=C(OCCC3=C2N=C(S3)N)C1)(F)F 8-(trifluoromethyl)-4,5-dihydrobenzo[2,3]oxepino[4,5-d]thiazol-2-amine